FC1=C(C(=O)NCCCOC)C=CC(=C1)CC=1C=C2C(N(C=NC2=C(C1C)C)[C@@H]1[C@H](COCC1)O)=O 2-fluoro-4-((3-((3R,4S)-3-hydroxytetrahydro-2H-pyran-4-yl)-7,8-dimethyl-4-oxo-3,4-dihydroquinazolin-6-yl)methyl)-N-(3-methoxypropyl)benzamide